4-(2-fluorophenyl)quinazoline FC1=C(C=CC=C1)C1=NC=NC2=CC=CC=C12